BrC1=CC(=CC=C1)C=C([2H])[2H] 1-bromo-3-(vinyl-d2)benzene